3-hydroxy-5-methyl-4-[2-[[(3R)-1-(3-oxazol-2-ylpropyl)-3-piperidyl]amino]oxazolo[4,5-b]pyridin-5-yl]benzonitrile OC=1C=C(C#N)C=C(C1C1=CC=C2C(=N1)N=C(O2)N[C@H]2CN(CCC2)CCCC=2OC=CN2)C